C[C@@H]1[C@H]([C@@H]([C@H]([C@]2(O1)OCC1=CC(=C(C=C12)CC1=CC=C(C=C1)CCC)Cl)O)O)O (1S,3'R,4'S,5'S,6'R)-6'-methyl-6-(4-propylbenzyl)-5-chloro-3',4',5',6'-tetrahydro-3H-spiro[isobenzofuran-1,2'-pyran]-3',4',5'-triol